CC1(CC(=C(S1)C(=O)OCC)OS(=O)(=O)C(F)(F)F)C(F)(F)F ethyl 5-methyl-5-(trifluoromethyl)-3-(((trifluoromethyl) sulfonyl) oxy)-4,5-dihydrothiophene-2-carboxylate